D-serinamide hydrochloride Cl.N[C@H](CO)C(=O)N